ClC1=C(C=CC(=N1)C(C)O)F 1-(6-chloro-5-fluoropyridin-2-yl)ethan-1-ol